(2S,7S)-2,7-bis((tert-butoxycarbonyl)amino)oct-4-ynedioic acid dimethyl ester COC([C@H](CC#CC[C@@H](C(=O)OC)NC(=O)OC(C)(C)C)NC(=O)OC(C)(C)C)=O